COC1=C(C=CC(=C1)CC1C(OCC1CC1=CC(=C(C=C1)O)OC)=O)[O-].OC1=CC=C(C=C1)/C=C/C(=O)C1=CC=C(C=C1)SC (E)-3-(4-hydroxyphenyl)-1-(4-(methylthio)phenyl)prop-2-en-1-one 2-methoxy-4-({2-oxo-5-[(4-hydroxy-3-methoxyphenyl)methyl]-3-oxacyclopentyl}methyl)phenolate